FC=1C=C(C(=O)NC2=C(C=C(C(=C2)F)C=2CCNCC2)C)C=CC1C=1CCNCC1 3-fluoro-N-(5-fluoro-2-methyl-4-(1,2,3,6-tetrahydropyridin-4-yl)phenyl)-4-(1,2,3,6-tetrahydropyridin-4-yl)benzamide